dimethyl-(o-benzoylphenyl)sulfonium oxide C[S+](C1=C(C=CC=C1)C(C1=CC=CC=C1)=O)(C)=O